4-((11-(acryloyl-oxy)undecyl)oxy)benzoic acid C(C=C)(=O)OCCCCCCCCCCCOC1=CC=C(C(=O)O)C=C1